2H-pyrazino[2,3-b][1,4]oxazin-3(4H)-one O1C2=C(NC(C1)=O)N=CC=N2